FC1=C(C(=CC(=C1)C=1C=NC2=CC=CC=C2C1)O)N1CC(NS1(=O)=O)=O 5-[2-fluoro-6-hydroxy-4-(3-quinolyl)phenyl]-1,1-dioxo-1,2,5-thiadiazolidin-3-one